FC=1C(=C(C=C(C1)C(F)(F)F)O)C=1C=2N(C(=NN1)N[C@H]1CN(CCC1)CC(C)(C)O)C=CC2 3-fluoro-2-(4-{[(3R)-1-(2-hydroxy-2-methylpropyl)piperidin-3-yl]amino}pyrrolo[1,2-d][1,2,4]triazin-1-yl)-5-(trifluoromethyl)phenol